ClC1=C(C(=O)N(N)C(=O)C=2C=CC(=C(C2)C#CC=2C=CC(=NC2)NC(=O)C2CC2)C)C(=CC=C1)C cyclopropanecarboxylic acid (5-{5-[N-(2-chloro-6-methylbenzoyl)hydrazinocarbonyl]-2-methyl-phenylethynyl}-pyridin-2-yl)amide